tert-butyl (4-((4-(2,6-dimethylmorpholino)phenyl)amino) adamantan-1-yl)carbamate CC1OC(CN(C1)C1=CC=C(C=C1)NC1C2CC3(CC(CC1C3)C2)NC(OC(C)(C)C)=O)C